C(=O)C=1C2=C(NC1C(=O)OCC)C=CS2 ethyl 6-formyl-4H-thieno[3,2-b]pyrrole-5-carboxylate